5-(4-(4-isopropylpiperazin-1-yl)phenyl)-3-methyl-2-(4-(methylsulfonyl)phenyl)-3H-imidazo[4,5-b]pyridine C(C)(C)N1CCN(CC1)C1=CC=C(C=C1)C1=CC=C2C(=N1)N(C(=N2)C2=CC=C(C=C2)S(=O)(=O)C)C